3-[3-({4-carbamoyl-3-[4-(difluoromethanesulfonamido)-3-[(1S)-1-(4-fluorophenyl)ethoxy]phenyl]-1H-pyrazol-5-yl}amino)-1H-pyrazol-1-yl]propanoic acid C(N)(=O)C=1C(=NNC1NC1=NN(C=C1)CCC(=O)O)C1=CC(=C(C=C1)NS(=O)(=O)C(F)F)O[C@@H](C)C1=CC=C(C=C1)F